(R)-4-(7-fluoroimidazo[1,2-a]pyridin-3-yl)-7-((5-(2-(methoxymeth-yl)morpholino)pyridin-2-yl)amino)isoindolin-1-one FC1=CC=2N(C=C1)C(=CN2)C2=C1CNC(C1=C(C=C2)NC2=NC=C(C=C2)N2C[C@@H](OCC2)COC)=O